ClC=1C=CC(=C(C1)C1=CC=C2C(=CN=NC2=C1)NCC1=C(C=C(C=C1)OC)OC)N1N=CC(=C1)F 7-[5-chloro-2-(4-fluoropyrazol-1-yl)phenyl]-N-[(2,4-dimethoxyphenyl)methyl]cinnolin-4-amine